FC=1C=CC2=C(NC3=C([C@H]4[C@@H]2C4)C=CC(=N3)[C@@]3(CS(C(C(N3)=N)(C)C)(=O)=O)C)C1 (R)-5-((1aS,10bR)-4-Fluoro-1,1a,6,10b-tetrahydrobenzo[b]cyclopropa[d]pyrido[3,2-f]azepin-8-yl)-3-imino-2,2,5-trimethylthiomorpholine 1,1-dioxide